(S)-1-((6-(6-chloroquinolin-4-yl)-4-methylpyridin-3-yl)oxy)-2,4-dimethylpentan-2-amine ClC=1C=C2C(=CC=NC2=CC1)C1=CC(=C(C=N1)OC[C@](CC(C)C)(N)C)C